germanium (ii) bromide [Ge](Br)Br